NC1=NC=NN2C1=C(C=C2C=2C(=CC(=C(C(=O)N[C@@H]1CN(C[C@@H]1F)C(C1=C(C=CC=C1)F)=O)C2)C)F)C(F)(F)F 5-[4-amino-5-(trifluoromethyl)pyrrolo[2,1-f][1,2,4]triazin-7-yl]-4-fluoro-N-[(3R,4S)-4-fluoro-1-(2-fluorobenzoyl)pyrrolidin-3-yl]-2-methylbenzamide